C(C)OC=1C=C(C=CC1OC)C(CS(=O)(=O)C)NC(C1=CC=CC=C1)C1=CC=CC=C1 1-(3-Ethoxy-4-methoxyphenyl)-2-methylsulfonylethyl-1,1-diphenylmethylamine